[3-[(-)-pyrrolidin-2-ylmethoxy]pyridin-4-yl]-1H,5H,6H,7H-pyrrolo[3,2-c]pyridin-4-one N1C(CCC1)COC=1C=NC=CC1N1C=CC=2C(NCCC21)=O